CC=1C=C(C=CC1)N(C1=CC=2C(C3=CC(=CC=C3C2C=C1)N(C1=CC=CC=C1)C1=CC(=CC=C1)C)(C)C)C1=CC=CC=C1 N,N'-Bis(3-methylphenyl)-N,N'-bis(phenyl)-2,7-diamino-9,9-dimethyl-fluoren